C(C(C)CCCCCCCCCCCCCC(=O)N)CCCCCCCCCCCCCC(=O)N propylenebismyristamide